FC[C@@H]1[C@@H](NC1)C (2S,3S)-3-(fluoromethyl)-2-methyl-azetidine